(2S)-1-(2-(3-cyclopropyl-5-isopropyl-2,4-dioxoimidazolidin-1-yl)-5,6-dihydrobenzo[f]imidazo[1,2-d][1,4]thiazepin-9-yl)-5-oxopyrrolidine-2-carboxamide C1(CC1)N1C(N(C(C1=O)C(C)C)C=1N=C2N(CCSC3=C2C=CC(=C3)N3[C@@H](CCC3=O)C(=O)N)C1)=O